Ethyl 2-{[4-(4-acetylpiperazin-1-yl)-3,5,6-trifluoropyridin-2-yl]amino}acetate C(C)(=O)N1CCN(CC1)C1=C(C(=NC(=C1F)F)NCC(=O)OCC)F